tert-butyl (R) or (S)-3-morpholino-1-oxa-8-azaspiro[4.5]decane-8-carboxylate O1CCN(CC1)[C@H]1COC2(C1)CCN(CC2)C(=O)OC(C)(C)C |o1:6|